O=C1N(C(C=C1)=O)CCCCCC(=O)N[C@H](C(=O)O)CCCNC(=O)N (S)-2-(6-(2,5-dioxo-2,5-dihydro-1H-pyrrol-1-yl)hexanoylamino)-5-ureidopentanoic acid